5-benzyloxycarbonylmethyl-7-oxo-bicyclo[2.2.1]Hept-2-ene C(C1=CC=CC=C1)OC(=O)CC1C2C=CC(C1)C2=O